CC1([C@@H]([C@H]1C=C(C)C)C(=O)O[C@@H]1C(=C(C(C1)=O)C\C=C/C)C)C [(1S)-3-[(Z)-but-2-enyl]-2-methyl-4-oxocyclopent-2-en-1-yl] (1R,3R)-2,2-dimethyl-3-(2-methylprop-1-enyl)cyclopropane-1-carboxylate